(7-(4-(azetidin-1-ylmethyl)phenyl)-6-methylimidazo[1,2-b]pyridazin-3-yl)-2-(pyrazin-2-yl)-1,8-naphthyridine N1(CCC1)CC1=CC=C(C=C1)C1=CC=2N(N=C1C)C(=CN2)C=2C(=NC1=NC=CC=C1C2)C2=NC=CN=C2